ethyl-N'-(3-(3-methoxybenzyl)-2,5-dimethylphenyl)-N-methylformimidamide C(C)C(NC)=NC1=C(C(=CC(=C1)C)CC1=CC(=CC=C1)OC)C